BrC1=CC=CC(=N1)C(=O)NC1C(CN(CC1)C(=O)OC(C)(C)C)OC tert-butyl 4-[(6-bromopyridine-2-carbonyl)amino]-3-methoxy-piperidine-1-carboxylate